3-{2-[(5-chloro-1H-indol-3-yl)amino]-5-(trifluoromethyl)-1H-benzo[d]imidazol-1-yl}propanenitrile ClC=1C=C2C(=CNC2=CC1)NC1=NC2=C(N1CCC#N)C=CC(=C2)C(F)(F)F